4-(4-((4-bromo-2-(2,6-dioxopiperidin-3-yl)-1,3-dioxoisoindolin-5-yl)methyl)piperazine-1-yl)-N-(5-(3,5-difluorobenzyl)-1H-indazol-3-yl)-2-((tetrahydro-2H-pyran-4-yl)amino)benzamide BrC1=C2C(N(C(C2=CC=C1CN1CCN(CC1)C1=CC(=C(C(=O)NC2=NNC3=CC=C(C=C23)CC2=CC(=CC(=C2)F)F)C=C1)NC1CCOCC1)=O)C1C(NC(CC1)=O)=O)=O